C(C)C(C(=O)NC(C(=O)O)CCN(CCCCC1=NC=2NCCCC2C=C1)CCC(C)(C)OC)CC 2-(2-ethylbutanoylamino)-4-[(3-methoxy-3-methyl-butyl)-[4-(5,6,7,8-tetrahydro-1,8-naphthyridin-2-yl)butyl]amino]butanoic acid